bromo-formate BrC(=O)[O-]